C(C)(C)(C)OC(=O)N1CCC(CC1)CN(C1CC(C1)OC=1C=C(C(C(=O)OC)=CC1)C(=O)OC)CC dimethyl 4-((1r,3r)-3-(((1-(tert-butoxycarbonyl)piperidin-4-yl)methyl)(ethyl)amino)cyclobutoxy)phthalate